O=C1N(C(C(N1)CCCNC(OC(C)(C)C)=O)=O)C1CC2(C1)CC(C2)OC2=NC=CC=C2C(N)=O tert-butyl N-(3-{2,5-dioxo-1-[(αR)-6-[(3-carbamoylpyridin-2-yl)oxy]spiro-[3.3]heptan-2-yl]imidazolidin-4-yl}propyl)-carbamate